N-(6-(2H-1,2,3-triazol-2-yl)-5-(trifluoromethyl)pyridin-3-yl)-2-methyl-4-(1H-pyrrolo[2,3-b]pyridin-5-yl)benzamide N=1N(N=CC1)C1=C(C=C(C=N1)NC(C1=C(C=C(C=C1)C=1C=C2C(=NC1)NC=C2)C)=O)C(F)(F)F